C(C[C@@H](C(=O)O)N)CN=C(N)N[C@@H](CC(=O)O)C(=O)O N-(L-arginino)succinate